ClC=1C=CC(=C(C(=O)N[C@H](C(C(=O)NC2CC2)=O)C[C@H]2C(N[C@@H](C2)C)=O)C1)NC(C(C(F)(F)F)(C)C)=O 5-chloro-N-[(1S)-3-(cyclopropylamino)-1-[[(3S,5R)-5-methyl-2-oxo-pyrrolidin-3-yl]methyl]-2,3-dioxo-propyl]-2-[(3,3,3-trifluoro-2,2-dimethyl-propanoyl)amino]benzamide